tert-butyl-2-carbamoyl-7,8-dihydro-4H-pyrazolo[1,5-a][1,4]diazepine C(C)(C)(C)C=1C(=NN2C1CN=CCC2)C(N)=O